t-butyl (S)-4-((tetrahydrofuran-3-yl)amino)-7,8-dihydro-1,6-naphthyridine-6(5H)-carboxylate O1C[C@H](CC1)NC1=CC=NC=2CCN(CC12)C(=O)OC(C)(C)C